CC1=NC2=C(C=C(C=C2NC1=O)C(=O)OC)C=1C=NC=CC1 methyl 2-methyl-3-oxo-8-(pyridin-3-yl)-3,4-dihydroquinoxaline-6-carboxylate